C(C=C)(=O)N1C[C@H]2C3=C(N(N=C3CC1)C1=C(C=C(C=C1)C1CC1)C(F)(F)F)CCN2C(=O)OC(C)(C)C |o1:6| tert-butyl (R or S)-7-acryloyl-2-(4-cyclopropyl-2-(trifluoromethyl)phenyl)-2,3,4,5a,6,7,8,9-octahydro-5H-1,2,5,7-tetraazabenzo[cd]azulene-5-carboxylate